Cl.Cl.FC=1C=C2CC3(CCNCC3)[C@@H](C2=CC1)N (S)-5-fluoro-1,3-dihydro-spiro[indene-2,4'-piperidin]-1-amine dihydrochloride